FC=1C=CC(=NC1C)NC(=O)[C@H]1N(C(CC1)=O)C(=O)OCC1=CC=CC=C1 benzyl (S)-2-((5-fluoro-6-methylpyridin-2-yl) carbamoyl)-5-oxo-pyrrolidine-1-carboxylate